4'-ethyl-4-cyanobiphenyl C(C)C1=CC=C(C=C1)C1=CC=C(C=C1)C#N